(S)-3-(5-(3-Bromophenyl)thiazol-2-yl)-3-hydroxy-1-methylpyrrolidin-2-one BrC=1C=C(C=CC1)C1=CN=C(S1)[C@]1(C(N(CC1)C)=O)O